(S)-N-(2-Cyclopropyl-4-methyl-5-oxo-5,6,7,8-tetrahydro-4H-pyrazolo[1,5-a][1,3]diazepin-6-yl)-1-(4-fluorobenzyl)-1H-1,2,4-triazol-3-carboxamid C1(CC1)C1=NN2C(N(C([C@H](CC2)NC(=O)C2=NN(C=N2)CC2=CC=C(C=C2)F)=O)C)=C1